(R)-N-(2,3-dihydroxypropyl)-5-((5-(4-fluorophenyl)oxazol-2-yl)amino)picolinamide O[C@H](CNC(C1=NC=C(C=C1)NC=1OC(=CN1)C1=CC=C(C=C1)F)=O)CO